2-(2-methyl-5-nitrophenyl)-1H-benzo[d]imidazole CC1=C(C=C(C=C1)[N+](=O)[O-])C1=NC2=C(N1)C=CC=C2